C(CCC)NC(=O)NS(=O)(=O)C1=CC=C(C=C1)C 1-butyl-3-(4-methyl-phenyl)sulfonyl-urea